N-(1-(3-benzoyl-2,4-dioxo-3,4-dihydropyrimidin-1(2H)-yl)-2-(4-chloro-3-fluorophenyl)-2-oxoethyl)formamide C(C1=CC=CC=C1)(=O)N1C(N(C=CC1=O)C(C(=O)C1=CC(=C(C=C1)Cl)F)NC=O)=O